Cl.C1(=CC(=CC=C1)NC(=O)[C@@H]1CNC[C@H]1C1=CC(=CC=C1)F)C1=CC=CC=C1 |r| (±)-trans-N-(biphenyl-3-yl)-4-(3-fluorophenyl)pyrrolidine-3-carboxamide hydrochloride